NC1=NC=C(C=N1)CNC=1C=C(C(=O)N[C@@H]2[C@H](CCCC2)O)C=C(C1C)F 3-{[(2-aminopyrimidin-5-yl)methyl]amino}-5-fluoro-N-[(1S,2S)-2-hydroxycyclohexyl]-4-methylbenzamide